pyrido[3',2':5,6]pyrimido[1,2-a]indole-9-carboxylic acid methyl ester COC(=O)C=1C=C2C=C3N(C2=CC1)C1=C(C=N3)C=CC=N1